O=C(CCCN(CC(CCCCCCC(=O)OCC(CC)CC)O)CC(CCCCCCC(=O)OCC(CC)CC)O)OCCN1CCN(CC1)CCSSC1=NC=CC=C1.C1(=CC=CC=C1)CCC1=NC=CC=C1 1-phenyl-2-(pyridin-2-yl)ethane bis(2-ethylbutyl) 9,9'-((4-oxo-4-(2-(4-(2-(pyridin-2-yldisulfaneyl)ethyl)piperazin-1-yl)ethoxy)butyl)azanediyl)bis(8-hydroxynonanoate)